BrC=1C(=NC(=NC1)NC1=CC=C(C=C1)S(=O)(=O)NCCCCCCCC/C=C/C(=O)O)NC1=C(C(=CC=C1)F)C(N)=O (E)-11-[[4-[[5-bromo-4-(2-carbamoyl-3-fluoro-anilino)pyrimidin-2-yl]amino]phenyl]sulfonylamino]undec-2-enoic acid